(S)-3-(1-hydroxy-prop-2-yl)-6-(2-methoxyethyl)-8-(pyridin-3-yl)pyrido[3,4-d]pyrimidin-4(3H)-one OC[C@H](C)N1C=NC2=C(C1=O)C=C(N=C2C=2C=NC=CC2)CCOC